COC=1C=C2CCC(NC2=CC1OC)=O 6,7-Dimethoxy-3,4-dihydroquinolin-2(1H)-one